C(#N)[C@H]1N(CSC1)C(CNC(=O)C1=CC=NC2=CC=C(C=C12)C1(CC1)OCC)=O (R)-N-(2-(4-Cyanothiazolidin-3-yl)-2-oxoethyl)-6-(1-ethoxycyclopropyl)quinoline-4-carboxamide